tert-butyl (2S,4S)-4-((7-bromo-2,6-dichloro-8-fluoro-3-nitroquinolin-4-yl)amino)-2-(cyanomethyl)-piperidine-1-carboxylate BrC1=C(C=C2C(=C(C(=NC2=C1F)Cl)[N+](=O)[O-])N[C@@H]1C[C@H](N(CC1)C(=O)OC(C)(C)C)CC#N)Cl